ethyl 4-bromo-6-methyl-1,5-naphthyridine-3-carboxylate BrC1=C(C=NC2=CC=C(N=C12)C)C(=O)OCC